N-[3-({2-[(3-chloro-1-methyl-1H-pyrazol-4-yl)amino]-5-[4-(trifluoromethyl)phenyl]pyrimidin-4-yl}oxy)phenyl]prop-2-enamide ClC1=NN(C=C1NC1=NC=C(C(=N1)OC=1C=C(C=CC1)NC(C=C)=O)C1=CC=C(C=C1)C(F)(F)F)C